C1(=CC=CC=2C3=CC=CC=C3C12)C=O biphenyleneformaldehyde